C12(CC3CC(CC(C1)C3)C2)CC(=O)N2CCN(CC2)C2=CC(=C(C=C2)NC=2N=CC3=C(N2)N(CC=C3C)C3=CC(=CC=C3)NCC3CC3)OC 2-((4-(4-(2-((3R,5R,7R)-adamantan-1-yl)acetyl)piperazin-1-yl)-2-methoxyphenyl)amino)-8-(3-((cyclopropylmethyl)amino)phenyl)-5-methylpyridino[2,3-d]pyrimidin